5-chloro-2-(4-(4,4,5,5-tetramethyl-1,3,2-dioxaborolan-2-yl)benzyl)-1,2,3,4-tetrahydroisoquinoline ClC1=C2CCN(CC2=CC=C1)CC1=CC=C(C=C1)B1OC(C(O1)(C)C)(C)C